(2R,3S,4S,5S,6R)-2-(aminomethyl)-6-(4-nitrophenoxy)tetrahydro-2H-pyran-3,4,5-triol NC[C@H]1O[C@@H]([C@H]([C@H]([C@@H]1O)O)O)OC1=CC=C(C=C1)[N+](=O)[O-]